C(C)C1=C(N(C2=C1N=C(S2)C2CCC1(OCCO1)CC2)C(=O)OC(C)(C)C)C=2C=C(C=1N(C2)N=CN1)OC tert-butyl 6-ethyl-5-(8-methoxy-[1,2,4]triazolo[1,5-a]pyridin-6-yl)-2-(1,4-dioxaspiro[4.5]dec-8-yl)-4H-pyrrolo[3,2-d]thiazole-4-carboxylate